tert-butyl 4-([1-[2-(2,6-dioxopiperidin-3-yl)-1,3-dioxoisoindol-5-yl]azetidin-3-yl]methyl)piperazine-1-carboxylate O=C1NC(CCC1N1C(C2=CC=C(C=C2C1=O)N1CC(C1)CN1CCN(CC1)C(=O)OC(C)(C)C)=O)=O